C(CCCC\C=C/C\C=C/C\C=C/CCCCC)(=O)OCCCCCCC(OC(NCCOCCN(C)C)=O)CCCCCCOC(CCCC\C=C/C\C=C/C\C=C/CCCCC)=O 11-(6-{[(6z,10z,12z)-1-oxooctadeca-6,9,12-trienyl] oxy} hexyl)-2-methyl-9-oxo-2,8-diaza-5,10-dioxaheptadec-17-yl (6z,10z,12z)-octadeca-6,9,12-trienoate